BrC=1C=C2C=CN(C(C2=C(C1F)F)=O)CCC[C@H]1N(C(OC1)(C)C)C(=O)OCC1=CC=CC=C1 benzyl (4R)-4-[3-(6-bromo-7,8-difluoro-1-oxo-2-isoquinolyl)propyl]-2,2-dimethyl-oxazolidine-3-carboxylate